N1(CCC2=CC=CC=C12)C(CNS(=O)(=O)C1=C(C=CC=C1)C(F)(F)F)C N-(2-(INDOLIN-1-YL)PROPYL)-2-(TRIFLUOROMETHYL)BENZENESULFONAMIDE